C(C)(C)(C)OC(=O)N1CC=2N(CC1)N=C(C2)NC=2C(N(C=C(C2)Br)C)=O.ClCC=2N=NC(=CC2)C(F)(F)F 3-(chloromethyl)-6-(trifluoromethyl)pyridazine tert-butyl-2-(5-bromo-1-methyl-2-oxo-1,2-dihydropyridin-3-ylamino)-6,7-dihydropyrazolo[1,5-a]pyrazine-5(4H)-carboxylate